C1=C(C=CC2=CC=CC=C12)C1=CC=C(C=C1)B(O)O (4-(2-naphthyl)phenyl)boronic acid